O1C(=CC=C1)C1=CC(=CC(=N1)C1=CC=C(C=C1)[N+](=O)[O-])C1=CC=C(C(=O)N)C=C1 4-[6-(furan-2-yl)-2-(4-nitrophenyl)pyridin-4-yl]benzamide